4-(2-aminophenyl)-1H-indole-7-carboxamide NC1=C(C=CC=C1)C1=C2C=CNC2=C(C=C1)C(=O)N